1-(((2s,3s,4s)-3-ethyl-4-fluoro-5-oxopyrrolidin-2-yl)methoxy)imidazo[1,2-a][1,7]naphthyridine-6-carboxamide C(C)[C@H]1[C@H](NC([C@H]1F)=O)COC1=NC=CC=2C=C(C=3N(C12)C=CN3)C(=O)N